ClC1=C(C=C(C=C1)C(F)(F)F)S(=O)(=O)NC1=C(C(=CC(=C1)C(F)(F)F)C(F)(F)F)C 2-chloro-5-trifluoromethyl-N-(2-methyl-3,5-bis(trifluoromethyl)phenyl)benzene-sulfonamide